C12(C=CC3=CC=CC=C13)C=CC1=CC=CC=C12 r-spirobi-[1H-indene]